(2-((tert-butoxycarbonyl)amino)ethyl)-2H-1,2,3-triazole-4-carboxylic acid C(C)(C)(C)OC(=O)NCCN1N=CC(=N1)C(=O)O